6-bromo-5-fluoro-1-tosyl-3-(trifluoromethyl)indoline BrC1=C(C=C2C(CN(C2=C1)S(=O)(=O)C1=CC=C(C)C=C1)C(F)(F)F)F